[I-].FCCN(C1=CC=C(/C=C/C2=[N+](C=CC=C2)C)C=C1)C (E)-2-(4-(2-fluoroethyl-methylamino)styryl)-1-methylpyridin-1-ium iodide